tert-butyl 4-(bis(4-fluorophenyl) methyl)-2-carbamoylpiperazine-1-carboxylate FC1=CC=C(C=C1)C(N1CC(N(CC1)C(=O)OC(C)(C)C)C(N)=O)C1=CC=C(C=C1)F